CS(=O)(=O)OCC1=NC=C(C=C1)C#C[Si](C)(C)C (5-((trimethylsilyl)ethynyl)pyridin-2-yl)methyl methanesulfonate